5-amino-2-benzylpentanoic acid hydrochloride Cl.NCCCC(C(=O)O)CC1=CC=CC=C1